Cl.N1N=CC(=C1)C1=CC=C(C=C1)[C@H](C)C1OCCC(C1)(C(=O)N)N1C[C@@H](CC1)OC1=CC(=CC=C1)C(F)(F)F ((S)-1-(4-(1H-pyrazol-4-yl)phenyl)ethyl)-4-((R)-3-(3-(trifluoromethyl)phenoxy)pyrrolidin-1-yl)tetrahydro-2H-pyran-4-carboxamide hydrochloride